COC1=C(OCC2=C(C(=O)OCCCC)C=CC=C2)C=CC(=C1)C1C=2C(NC(C1)=O)=NNC2 butyl 2-(2-methoxy-4-{6-oxo-2H,4H,5H,6H,7H-pyrazolo[3,4-b]pyridin-4-yl}phenoxymethyl)benzoate